5-benzyl-N-(4-phenylpyridine-2-yl)-4H-1,2,4-triazole-3-formamide C(C1=CC=CC=C1)C=1NC(=NN1)C(=O)NC1=NC=CC(=C1)C1=CC=CC=C1